2-[(6-Chloropyridin-3-yl)methyl]-8-methyl-4,5-dihydro-2H-furo[2,3-g]indazole-7-carboxylic acid ethyl ester C(C)OC(=O)C1=C(C2=C(CCC3=CN(N=C23)CC=2C=NC(=CC2)Cl)O1)C